ClC1=CC(=C(COC=2C=C(C=CC2)C=2CCN(CC2)CC=2N(C3=C(N2)SC(=C3)C(=O)O)C[C@H]3OCC3)C=C1)F (S)-2-((4-(3-((4-chloro-2-fluorobenzyl)oxy)phenyl)-3,6-dihydropyridin-1(2H)-yl)methyl)-1-(oxetan-2-ylmethyl)-1H-thieno[2,3-d]imidazole-5-carboxylic acid